4-(3,5-difluoro-4-((5-oxo-5,7-dihydro-6H-pyrrolo[3,4-b]pyridin-6-yl-7,7-d2)methyl)phenyl)-2,6-dimethyl-2,6-dihydro-7H-pyrazolo[3,4-c]pyridin-7-one FC=1C=C(C=C(C1CN1C(C2=NC=CC=C2C1=O)([2H])[2H])F)C=1C=2C(C(N(C1)C)=O)=NN(C2)C